O(C)C1=CC=C(C=C1)S(=O)(=O)NC(=O)C=1C(=NC(=CC1)N1N=C(C=C1)OCC1(CC1)C(F)(F)F)N1C(C[C@@H](C1)C)(C)C N-(4-methoxylphenyl)sulfonyl-6-[3-[[1-(trifluoromethyl)cyclopropyl]methoxy]pyrazol-1-yl]-2-[(4S)-2,2,4-trimethylpyrrolidin-yl]pyridine-3-carboxamide